methyl 2-(3-(N,N-bis(4-methoxy-benzyl)sulfamoyl)phenyl)acetate COC1=CC=C(CN(S(=O)(=O)C=2C=C(C=CC2)CC(=O)OC)CC2=CC=C(C=C2)OC)C=C1